FC1(CC2N(C(C1)C2)C=2C=C(C=C(C2)C)NC2=NC=NC1=CC(=CC(=C21)N2CCC1(CC1)CC2)NS(=O)(=O)CCO)F N-(4-((3-(3,3-Difluoro-6-azabicyclo[3.1.1]heptan-6-yl)-5-methylphenyl)amino)-5-(6-azaspiro[2.5]octan-6-yl)quinazolin-7-yl)-2-hydroxyethane-1-sulfonamide